tert-butyl 2-[5-[4-fluoro-2-(2-methoxyethoxy)phenyl]-2-methoxy-4-pyridyl]-6,7-dihydro-4H-pyrazolo[1,5-a]pyrazine-5-carboxylate FC1=CC(=C(C=C1)C=1C(=CC(=NC1)OC)C1=NN2C(CN(CC2)C(=O)OC(C)(C)C)=C1)OCCOC